tri((1-benzyl-4-triazolyl)methyl)amine C(C1=CC=CC=C1)N1N=NC(=C1)CN(CC=1N=NN(C1)CC1=CC=CC=C1)CC=1N=NN(C1)CC1=CC=CC=C1